C(C1=CC=CC=C1)NC(=O)C=1N(C(C(=C2NC=3C=CC=CC3C21)C2=CC=CC=C2)=O)CC2=CC=C(C=C2)OC N-benzyl-2-(4-methoxybenzyl)-3-oxo-4-phenyl-3,5-dihydropyrido[4,3-b]indole-1-carboxamide